4-((2-(1H-pyrazol-4-yl)ethyl)amino)-N-benzyl-5,6-dimethylpyrimidine-2-carboxamide N1N=CC(=C1)CCNC1=NC(=NC(=C1C)C)C(=O)NCC1=CC=CC=C1